butyl 2-(4-amino-6-bromo-9H-pyrido[2',3':4,5]pyrrolo[2,3-d]pyrimidin-9-yl)acetate NC=1C2=C(N=CN1)N(C1=C2N=C(C=C1)Br)CC(=O)OCCCC